CO[Si](OC)(OC)CCCC1C(OC(C1)=O)=O dihydro-3-(trimethoxysilyl-propyl)-2,5-furandion